5-(cyclobutylmethyl)-2-[(2,4-dichlorophenyl)methylamino]-4H-[1,2,4]triazolo[1,5-a]pyrimidin-7-one C1(CCC1)CC=1NC=2N(C(C1)=O)N=C(N2)NCC2=C(C=C(C=C2)Cl)Cl